FC(C(=O)O)(F)F.C12CC(CC(CC1)N2)C2=CC=C(NC1C(NC(CC1)=O)=O)C=C2 3-[4-(8-azabicyclo[3.2.1]octan-3-yl)anilino]piperidine-2,6-dione trifluoroacetic acid salt